C[C@@H]1N(C[C@H]1NC)C(=O)OC(C)(C)C tert-butyl trans-2-methyl-3-(methylamino)azetidine-1-carboxylate